CC([O-])C.[Ti+] titanium monoisopropoxide